(9-(6-(1H-benzo[d]imidazol-2-yl)pyridinyl)-3,9-diazaspiro[5.5]undecan-3-yl)(2-(phenylamino)pyrimidin-4-yl)methanone N1C(=NC2=C1C=CC=C2)C2=CC=CC(=N2)N2CCC1(CCN(CC1)C(=O)C1=NC(=NC=C1)NC1=CC=CC=C1)CC2